4,6-dichloro-N-((1r,4r)-4-(2-methoxyethoxy)cyclohexyl)picolinamide ClC1=CC(=NC(=C1)Cl)C(=O)NC1CCC(CC1)OCCOC